4-methoxy-6-(4-(piperazin-1-yl)phenyl)pyrazolo[1,5-a]pyridine-3-carbonitrile COC=1C=2N(C=C(C1)C1=CC=C(C=C1)N1CCNCC1)N=CC2C#N